(1R,3S,4R)-N-((S)-1-cyano-2-((R)-2-oxopyrrolidin-3-yl)ethyl)-5,5-difluoro-2-((2,2,2-trifluoroacetyl)-L-leucyl)-2-azabicyclo[2.2.2]octane-3-carboxamide C(#N)[C@H](C[C@@H]1C(NCC1)=O)NC(=O)[C@H]1N([C@H]2CC([C@@H]1CC2)(F)F)C([C@@H](NC(C(F)(F)F)=O)CC(C)C)=O